BrC=1C(=CC=C2C(=CNC12)C1=NC(=NC=C1S(=O)(=O)C)Cl)C#N 7-bromo-3-(2-chloro-5-(methylsulfonyl)pyrimidin-4-yl)-1H-indole-6-carbonitrile